C(C)(=O)O[C@H]1[C@@H](O[C@@H](C1=C)CO[Si](C)(C)C(C)(C)C)N1N=CC=2C1=NC(=NC2N(C(=O)OC(C)(C)C)C(=O)OC(C)(C)C)Cl (2R,3R,5S)-2-(4-(bis(tert-butoxycarbonyl)amino)-6-chloro-1H-pyrazolo[3,4-d]pyrimidin-1-yl)-5-(((tert-butyldimethylsilyl)oxy)methyl)-4-methylenetetrahydro-furan-3-yl acetate